(2-(3,4-dimethoxyphenyl)-3-ethyl-1H-indol-5-yl)(hexahydropyrrolo[3,4-c]pyrrol-2(1H)-yl)methanone COC=1C=C(C=CC1OC)C=1NC2=CC=C(C=C2C1CC)C(=O)N1CC2CNCC2C1